(R)-1-[(S)-2-(dicyclohexylphosphono)ferrocenyl]ethyl-tert-butylphosphine C1(CCCCC1)OP(=O)(OC1CCCCC1)C=1[C-](C=CC1)[C@@H](C)PC(C)(C)C.[CH-]1C=CC=C1.[Fe+2]